C1(CCC1)NCC=1C=CC=2N(C1)C=C(N2)CNC(=O)C=2N=C1N(C(C2)=O)C=CC=C1 N-({6-[(cyclobutylamino)methyl]imidazo[1,2-a]pyridin-2-yl}methyl)-4-oxo-4H-pyrido[1,2-a]pyrimidine-2-carboxamide